(R)-(methyl 2-(3-(2-(4-(4-fluorophenyl) piperazin-1-yl) ethyl)-1-oxo-2-oxa-8-azaspiro[4.5]decan-8-yl)-2-oxoethyl) carbamate C(N)(O[C@@H](C(=O)N1CCC2(CC(OC2=O)CCN2CCN(CC2)C2=CC=C(C=C2)F)CC1)C)=O